CC=1OC2=C(N1)C=C(C=C2)C=2C=C1C(NC(=NC1=CC2)C2CCN(CC2)C)=O 6-(2-methyl-1,3-benzoxazol-5-yl)-2-(1-methylpiperidin-4-yl)quinazolin-4(3H)-one